ClC1=CC=C2C(=C(NC2=C1Cl)CNC(CO)=O)C=1C=NNC1 N-[[6,7-dichloro-3-(1H-pyrazol-4-yl)-1H-indol-2-yl]methyl]-2-hydroxy-acetamide